silicon-titanium ethylene glycol C(CO)O.[Ti].[Si]